ClC1=C2CN(C(C2=CC=C1C1CCN(CC1)C1CC(C1)OC1CCN(CC1)C(=O)OCC1=CC=CC=C1)=O)C1C(NC(CC1)=O)=O benzyl 4-[3-[4-[4-chloro-2-(2,6-dioxo-3-piperidyl)-1-oxo-isoindolin-5-yl]-1-piperidyl]cyclobutoxy]piperidine-1-carboxylate